COC=1C=C(C=CC1OC)C=1N=C2N(C(C1)=O)C=C(C=C2F)N2CCN(CC2)C 2-(3,4-dimethoxyphenyl)-9-fluoro-7-(4-methylpiperazin-1-yl)-4H-pyrido[1,2-a]pyrimidin-4-one